5-(((1-(2-chloropyridin-3-yl)ethoxy)carbonyl)amino)-1-methyl-1H-pyrazole ClC1=NC=CC=C1C(C)OC(=O)NC1=CC=NN1C